cyclopropanecarbonitrile C1(CC1)C#N